CN(C=1C=C2CN(C(C2=CC1)=O)C1C(NC(CC1)=O)=O)[C@@H]1CC=CC[C@H]1NC 3-(5-(methyl((1R,6R)-6-(methylamino)cyclohex-3-en-1-yl)amino)-1-oxoisoindolin-2-yl)piperidine-2,6-dione